C(C1=CC=CC=C1)(C1=CC=CC=C1)N1C(C2(NC=3C=CC(=CC3C=3C4=C(C=CC23)C(=C(N4)C4=CC=CC=C4)C)C)C4=CC=CC=C14)=O (+)-1-Benzhydryl-3',10'-dimethyl-2'-phenyl-1',7'-dihydrospiro[indoline-3,6'-pyrrolo[3,2-k]phenanthridin]-2-one